tert-Butyl N-[(3R,6S)-6-(5-methylsulfonyl-1,3,4-oxadiazol-2-yl)tetrahydropyran-3-yl]carbamate CS(=O)(=O)C1=NN=C(O1)[C@@H]1CC[C@H](CO1)NC(OC(C)(C)C)=O